NC1=C(C(=O)N[C@H]2C[C@H](CCC2)C#C)C=CC=C1OC amino-N-[(1R,3S)-3-ethynylcyclohexyl]-3-methoxybenzamide